methyl-(piperidin-4-ylsulfonyl) acetate C(C)(=O)OS(=O)(=O)C1CCN(CC1)C